2-(4-acetylphenyl)-7,7-dimethyl-10-(pyrrolidin-1-yl)-5,12b-dihydro-1H,7H-chromeno[4,3-c][1,2,4]triazolo[1,2-a]pyridazin-1,3(2H)-dione C(C)(=O)C1=CC=C(C=C1)N1C(N2N(CC=C3C2C=2C=CC(=CC2OC3(C)C)N3CCCC3)C1=O)=O